C(C)(C)C=1N=C(SC1C=1CCN(CC1)C)NC1=C(C(=O)O)C=C(C=N1)C=1SC=CC1 2-(4-isopropyl-5-(1-methyl-1,2,3,6-tetrahydropyridin-4-yl)thiazol-2-ylamino)-5-(thiophen-2-yl)nicotinic acid